FC=1C(=NC2=CC=C(C(=C2C1)N(S(=O)(=O)C)C)[N+](=O)[O-])C N-(3-fluoro-2-methyl-6-nitroquinolin-5-yl)-N-methylmethanesulfonamide